IC=1C=CC(=NC1)N[C@@H]1C[C@H](CC1)NC(OCCCC)=O butyl ((1S,3S)-3-((5-iodopyridin-2-yl)amino)cyclopentyl)carbamate